1-{2-chloro-5-[2'-methyl-5'-(pentafluoroethyl)-4'-(trifluoromethyl)-2'H-[1,3'-bipyrazol]-4-yl]phenyl}-2-(1-cyanocyclopropyl)-1,5,10-trioxo-4,6,9-trioxa-2-azatridecan-13-oic acid ClC1=C(C=C(C=C1)C=1C=NN(C1)C=1N(N=C(C1C(F)(F)F)C(C(F)(F)F)(F)F)C)C(N(COC(OCCOC(CCC(=O)O)=O)=O)C1(CC1)C#N)=O